2-(2-(3-bromoquinolin-6-yl)ethyl)-6-phenylpyridazin-3(2H)-one BrC=1C=NC2=CC=C(C=C2C1)CCN1N=C(C=CC1=O)C1=CC=CC=C1